C(C)(C)(C)C1=CC=C(C=C1)CCCCS(=O)(=O)OC(C)(C)C.[SH3+] sulfonium (tert-butyl) 4-tert-butylphenyl-4-butanesulfonate